C(C1=CC=CC=C1)[C@@]1(C(O)O[C@@H]([C@]([C@@]1(O)CC1=CC=CC=C1)(O)CC1=CC=CC=C1)C(O)CC1=CC=CC=C1)O 2,3,4,6-Tetrabenzyl-D-glucopyranose